7-{1-[1-(2,4-Difluorophenyl)-1H-1,2,3-triazol-4-yl]propyl}-5-(4-methoxypyrimidin-5-yl)-7H-pyrrolo[2,3-d]pyrimidin-4-amine FC1=C(C=CC(=C1)F)N1N=NC(=C1)C(CC)N1C=C(C2=C1N=CN=C2N)C=2C(=NC=NC2)OC